N-methyl-1-(1-methylpyrrolidin-3-yl)methylamine hydrochloride Cl.CNCC1CN(CC1)C